4-bromo-1H-pyrazole-3,5-13C2 BrC=1[13CH]=NN[13CH]1